C(C)(C)C1CCN(CC1)C1=NC=C(C=N1)NC1=C(C=C(CNC(OC(C)(C)C)=O)C=C1)C tert-butyl (4-((2-(4-isopropylpiperidin-1-yl)pyrimidin-5-yl)amino)-3-methylbenzyl)carbamate